2-(pyridin-2-yl)-4-(3-(4,6-diphenylpyrimidin-2-yl)phenyl)phenol N1=C(C=CC=C1)C1=C(C=CC(=C1)C1=CC(=CC=C1)C1=NC(=CC(=N1)C1=CC=CC=C1)C1=CC=CC=C1)O